(E)-3-hydroxy-2-(3-fluorostyryl)-4H-pyran-4-one OC1=C(OC=CC1=O)\C=C\C1=CC(=CC=C1)F